(S)-2-((((9H-fluoren-9-yl)methoxy)carbonyl)amino)-3-(1-(tert-butoxycarbonyl)-6-(pyridin-2-yl)-1H-indol-3-yl)propanoic acid C1=CC=CC=2C3=CC=CC=C3C(C12)COC(=O)N[C@H](C(=O)O)CC1=CN(C2=CC(=CC=C12)C1=NC=CC=C1)C(=O)OC(C)(C)C